(1-carbazoylcyclopropyl)carbamic Acid Tert-Butyl Ester C(C)(C)(C)OC(NC1(CC1)C(NN)=O)=O